(4-bromo-2-methoxy-benzyl)-dimethyl-amine BrC1=CC(=C(CN(C)C)C=C1)OC